[Si](C)(C)(C(C)(C)C)O[C@H]1C[C@@H](O[C@]1(C#C)CO[Si](C)(C)C(C)(C)C)N1C2=NC(=NC(=C2N=C1)NC(OCCCCCCCCCCCCCCCC)=O)F C1-Hexadecyl (9-((2R,4S,5R)-4-((tert-butyldimethylsilyl)oxy)-5-(((tert-butyldimethylsilyl)oxy)methyl)-5-ethynyltetrahydrofuran-2-yl)-2-fluoro-9H-purin-6-yl)carbamate